ClC1=NC=C(C(=C1)C1=C(C=NC(=C1)C)C(=O)NC=1SC2=C(N1)CN(C2)C(C2=C(N=C(C=C2C)C(F)(F)F)OC)=O)OC 2'-chloro-5'-methoxy-N-(5-(2-methoxy-4-methyl-6-(trifluoromethyl)nicotinoyl)-5,6-dihydro-4H-pyrrolo[3,4-d]thiazol-2-yl)-6-methyl-[4,4'-bipyridine]-3-carboxamide